[Sn].[Si].[Sn].COC=1C=C(C=C(C1)OC)C=1C=C2CC(C(C2=CC1F)NC(O[C@@H]1CN2CCC1CC2)=O)(C)C (S)-quinuclidin-3-yl (5-(3,5-dimethoxyphenyl)-6-fluoro-2,2-dimethyl-2,3-dihydro-1H-inden-1-yl)carbamate tin-silicon-tin